[3-[[3-chloro-5-(trifluoromethyl)phenyl]methylamino]azetidin-1-yl]-[6-(5-cyclopropyl-4H-1,2,4-triazol-3-yl)-2-azaspiro[3.3]heptan-2-yl]methanone ClC=1C=C(C=C(C1)C(F)(F)F)CNC1CN(C1)C(=O)N1CC2(C1)CC(C2)C2=NN=C(N2)C2CC2